COC1=CC=C(C=C1)C1=NN2C(=NC=3C=CC=CC3C2=N1)N[C@@H]1C(NCC1)=O (3S)-3-{[2-(4-methoxyphenyl)[1,2,4]triazolo[1,5-c]quinazolin-5-yl]amino}pyrrolidin-2-one